n-propyloxycarbonyl fluoride C(CC)OC(=O)F